C1=CC(=C2C(=CC=C3C4=CC=C(C=5C(=CC=C(C1=C23)C45)C(=O)O)C(=O)O)C(=O)O)C(=O)N perylene-3,4,9,10-tetracarboxylic acid amide